CS(=O)(=O)CP(O)(O)=O methylsulfonylmethyl-phosphonic acid